C(C)(C)(C)N1N=C(C=C1NC(OCC1=CC=CC=C1)=O)[C@@H]1C[C@@H](CC1)OC(NC(C)C)=O benzyl (1-tert-butyl-3-{(1S,3R)-3-[(propan-2-ylcarbamoyl)oxy]cyclopentyl}-1H-pyrazol-5-yl)carbamate